CC(C)(OC(NCCOCCOCCOCCOCCOCCOS(=O)(=O)C1=CC=C(C=C1)C)=O)C 4-methylbenzenesulfonic acid 2,2-dimethyl-4-oxo-3,8,11,14,17,20-hexaoxa-5-azadocosan-22-yl ester